C(CCC)OC(\C=C(/C(=O)O)\C=CC1=CC=CC=C1)=O styrene-maleic acid mono-n-butyl ester